BrC=1C2=C(SC1C(F)(F)P(OCC)(OCC)=O)C(=CC(=C2)C(N)=O)OCCCS(=O)(=O)C diethyl ((3-bromo-5-carbamoyl-7-(3-(methylsulfonyl)propoxy)benzo[b]thiophen-2-yl)difluoromethyl)phosphonate